CN1C(=NC=2C1=NC=CC2)C=2C=C(C=CC2)C2=C(C=C(C=C2)C2=CC(=CC=C2)C2=NC=1C(=NC=CC1)N2C)N2C=1C=CC=CC1N(C1=CC=CC=C21)C 5-(3,3''-bis(3-methyl-3H-imidazo[4,5-b]pyridin-2-yl)-[1,1':4',1''-terphenyl]-2'-yl)-10-methyl-5,10-dihydrophenazine